FC1=C2C3(CN(C(C2=CC=C1C1(CC1)F)=O)CC(=O)OC)CC3 methyl 2-(5'-fluoro-6'-(1-fluorocyclopropyl)-1'-oxo-1'H-spiro[cyclopropane-1,4'-isoquinolin]-2'(3'H)-yl)acetate